FC1=C(C=CC(=C1)F)[C@@H](C(C)N([C@@H](C)C(=O)O)C(=O)C1=NC=CC(=C1OCOC(C(C)C)=O)OC)C(C)C.C(=O)(O)C1(C(C=CC=C1)C(C)C1C(C=CC=C1)(C(=O)O)C(=O)O)C(=O)O 2,2-bis(2,2-dicarboxyphenyl)ethane (2S,3S)-3-(2,4-difluorophenyl)-4-methylpentan-2-yl-N-({3-[(isobutyryloxy)methoxy]-4-methoxypyridin-2-yl}carbonyl)-L-alaninate